1-(2-fluoro-3-pyridinyl)-6-oxo-pyridazine-3-carboxamide FC1=NC=CC=C1N1N=C(C=CC1=O)C(=O)N